2-(3-(trifluoromethyl)phenoxy)-7-azaspiro[3.5]nonane FC(C=1C=C(OC2CC3(C2)CCNCC3)C=CC1)(F)F